C(C)(C)(C)OC(NC[C@@H]1CN(CCO1)CCOCCNC1=C2C(N(C(C2=CC=C1)=O)C1C(NC(CC1)=O)=O)=O)=O.C(#C)C=1C=NC=C(C1)N1CCCCC1 3-ethynyl-5-(piperidin-1-yl)pyridine Tert-butyl-N-[[(2R)-4-[2-[2-[[2-(2,6-dioxo-3-piperidyl)-1,3-dioxo-isoindolin-4-yl]amino]ethoxy]ethyl]morpholin-2-yl]methyl]carbamate